tert-butyl 4-((1r,3r)-3-(3-methyl-2-oxo-2,3-dihydro-1H-benzo[d]imidazol-4-yl)cyclobutane-1-carbonyl)piperazine-1-carboxylate CN1C(NC2=C1C(=CC=C2)C2CC(C2)C(=O)N2CCN(CC2)C(=O)OC(C)(C)C)=O